C(CCCCCCCCC(=O)O)(=O)O.C(CCCCCCCCCC)(O)O undecanediol sebacate